N-(2-(7-hydroxy-3-bromonaphthalen-1-yl)ethyl)acetamide OC1=CC=C2C=C(C=C(C2=C1)CCNC(C)=O)Br